C(C=C)C(CN)(CC=C)CC=C 2,2-diallylpenta-4-en-1-amine